2-(4-chloro-3-fluorophenoxy)-N-[trans-2-(hydroxymethyl)-1,3-dioxan-5-yl]Acetamide ClC1=C(C=C(OCC(=O)N[C@H]2CO[C@@H](OC2)CO)C=C1)F